propyl-nitrogen silicon [Si].C(CC)[N]